[2-[(2,6-difluoro-4-pyridyl)-[5-methyl-4-(spiro[3.4]octan-3-ylcarbamoyl)thiazol-2-yl]amino]-1-methyl-2-oxo-ethyl]methyl carbonate C(OCC(C(=O)N(C=1SC(=C(N1)C(NC1CCC12CCCC2)=O)C)C2=CC(=NC(=C2)F)F)C)([O-])=O